1-(2-naphthyl)-3-phenyl-2-propen-1-one C1=C(C=CC2=CC=CC=C12)C(C=CC1=CC=CC=C1)=O